N-(4-((2-(1,1-difluoroethyl)-6-methylpyrimidin-4-yl)amino)-5-(4-morpholinopyrimidin-2-yl)pyridin-2-yl)acetamide FC(C)(F)C1=NC(=CC(=N1)NC1=CC(=NC=C1C1=NC=CC(=N1)N1CCOCC1)NC(C)=O)C